N,N-dimethyl-2-pyridineethanamine CN(CCC1=NC=CC=C1)C